C12N(CC(CC1)C2)CCOC2=CC=C(C=C2)C(=O)C=2C1=C(SC2C2=CC=C(C=C2)O)C=C(C=C1)O {4-[2-(2-aza-bicyclo[2.2.1]hept-2-yl)-ethoxy]-phenyl}-[6-hydroxy-2-(4-hydroxy-phenyl)-benzo[b]thiophen-3-yl]-methanone